2-chloro-N'-[1,1-difluoro-2-(4-methoxyphenyl)-2-oxoethoxy]-5-[3-(trifluoromethyl)phenoxy]pyridine-4-carboximidamide ClC1=NC=C(C(=C1)C(N)=NOC(C(=O)C1=CC=C(C=C1)OC)(F)F)OC1=CC(=CC=C1)C(F)(F)F